(S)-1-((1R,2R)-2-formylcyclobutyl)allyl 4-bromobenzoate BrC1=CC=C(C(=O)O[C@@H](C=C)[C@H]2[C@@H](CC2)C=O)C=C1